{1-[1-(3-Fluorobenzoyl)-2-methylpiperidin-4-yl]-3-[4-(7H-pyrrolo[2,3-d]pyrimidin-4-yl)-1H-pyrazol-1-yl]azetidin-3-yl}acetonitrile FC=1C=C(C(=O)N2C(CC(CC2)N2CC(C2)(N2N=CC(=C2)C=2C3=C(N=CN2)NC=C3)CC#N)C)C=CC1